C[C@@H]1N(CCNC1)C(=O)C1=CC2=C(N(C(=N2)C2=CC=C(C#N)C=C2)C2=CC=C(C=C2)C)C=C1 (S)-4-(5-(2-methylpiperazine-1-carbonyl)-1-(p-tolyl)-1H-benzo[d]imidazol-2-yl)benzonitrile